OCC1=CC(=C(C=C1C)NC(=O)[C@H](C)NC(=O)[C@H](C(C)C)NC(OC(C)(C)C)=O)C tert-butyl N-[(1S)-1-{[(1S)-1-{[4-(hydroxymethyl)-2,5-dimethylphenyl]carbamoyl}ethyl]carbamoyl}-2-methylpropyl]carbamate